4-methylbenzenesulfonic acid (S)-2-amino-1-(4-chlorophenyl)-2-oxoethyl ester NC([C@H](C1=CC=C(C=C1)Cl)OS(=O)(=O)C1=CC=C(C=C1)C)=O